Chloroboronic acid ClB(O)O